7-fluorobenzofuran-2-carboxylic acid FC1=CC=CC=2C=C(OC21)C(=O)O